FC1=C(C=C(C=C1)CO)C(C(=O)NCCC(=O)[O-])N1C(C=C(C(=C1)CCN1CC(C1)F)C(F)(F)F)=O 3-(2-(2-fluoro-5-(hydroxymethyl)phenyl)-2-(5-(2-(3-fluoroazetidin-1-yl)ethyl)-2-oxo-4-(trifluoromethyl)pyridin-1(2H)-yl)acetamido)propanoate